ethyl 4-(3-{[4-(4-{4-[(tert-butoxycarbonyl)amino] butanamido}-1-methylimidazole-2-amido)-1-methylpyrrol-2-yl]formamido} propanamido)-1-methylimidazole-2-carboxylate C(C)(C)(C)OC(=O)NCCCC(=O)NC=1N=C(N(C1)C)C(=O)NC=1C=C(N(C1)C)C(=O)NCCC(=O)NC=1N=C(N(C1)C)C(=O)OCC